(2-(isopropylsulfonyl)phenyl)-9H-purine-2,6-diamine C(C)(C)S(=O)(=O)C1=C(C=CC=C1)N1C2=NC(=NC(=C2N=C1)N)N